C(C)(C)(C)OC(=O)N1CCN(C2(CC2)C1)CC(=O)O 2-(7-(tert-butoxycarbonyl)-4,7-diazaspiro[2.5]oct-4-yl)acetic acid